(1S,2R,3R,4S,5S)-8-(benzyloxy)-3,4-dimethoxy-2,5-dimethyl-7,9-dioxo-N-(2,4,6-trifluorobenzyl)-2,3,4,5,7,9-hexahydro-1,6-methanopyrido[1,2-b][1,2,5]triazonine-10-carboxamide C(C1=CC=CC=C1)OC=1C(C(=CN2N3[C@@H]([C@H]([C@H]([C@@H](N(C(C21)=O)C3)C)OC)OC)C)C(=O)NCC3=C(C=C(C=C3F)F)F)=O